NC[C@@]1(OC2=C([C@@H]1O)C(=C(C=C2)Cl)C2=C(C(=O)N)C=CC(=C2F)OC(F)F)C2=NC(=CC=C2)OC |o1:2,6| 2-((2R*,3S*,4S*)-2-(aminomethyl)-5-chloro-3-hydroxy-2-(6-methoxypyridin-2-yl)-2,3-dihydrobenzofuran-4-yl)-4-(difluoromethoxy)-3-fluorobenzamide